C(CCC)SC1=CC(=C(C=C1OC)CCN)OC 2-[4-(butylsulfanyl)-2,5-dimethoxyphenyl]ethylamine